2-({6-[(4,4-dimethylpiperidin-1-yl)methyl]imidazo[1,2-a]pyridin-2-yl}methyl)-5-[3-(morpholin-4-yl)azetidin-1-yl]-1,2-dihydro-2,7-naphthyridin-1-one CC1(CCN(CC1)CC=1C=CC=2N(C1)C=C(N2)CN2C(C1=CN=CC(=C1C=C2)N2CC(C2)N2CCOCC2)=O)C